9,9-bis[2-(N,N-dimethylcarbamoyl)ethyl]Fluorene CN(C(=O)CCC1(C2=CC=CC=C2C=2C=CC=CC12)CCC(N(C)C)=O)C